(2S)-2-(9H-fluoren-9-yl-methoxycarbonyl-amino)pentanoic acid C1=CC=CC=2C3=CC=CC=C3C(C12)N([C@H](C(=O)O)CCC)C(=O)OC